C1(CCC1)C1=CC(=C(C(=O)N2CCC(CC2)(F)C2=CC=C(C#N)C=C2)C=C1C1=CN=C(N1)COC)C 4-(1-(4-cyclobutyl-5-(2-(methoxymethyl)-1H-imidazol-5-yl)-2-methylbenzoyl)-4-fluoropiperidin-4-yl)benzonitrile